6-Chloro-N-(2-fluoro-5-methyl-4-((2-methyl-2H-indazol-6-yl)oxy)phenyl)pyrido[3,2-d]pyrimidin-4-amine ClC=1C=CC=2N=CN=C(C2N1)NC1=C(C=C(C(=C1)C)OC=1C=CC2=CN(N=C2C1)C)F